(3,4-difluorophenyl)hydrazine hydrochloride Cl.FC=1C=C(C=CC1F)NN